ethyl 3-cyano-4,4-dimethyl-2-oxopentanoate C(#N)C(C(C(=O)OCC)=O)C(C)(C)C